3-((11-(dimethyl(phenyl)silyl)undec-10-yn-1-yl)oxy)propyl hydrogen ((((R)-1-(6-amino-9H-purin-9-yl)propan-2-yl)oxy)methyl)phosphonate NC1=C2N=CN(C2=NC=N1)C[C@@H](C)OCP(OCCCOCCCCCCCCCC#C[Si](C1=CC=CC=C1)(C)C)(O)=O